(R)-N-((S)-1-(5-bromopyrazin-2-yl)ethyl)-2-methylpropane-2-sulfinamide BrC=1N=CC(=NC1)[C@H](C)N[S@](=O)C(C)(C)C